(E)-1-(4-((6-amino-5-((methoxyimino)methyl)pyrimidin-4-yl)oxy)-2-chlorophenyl)-3-ethylurea NC1=C(C(=NC=N1)OC1=CC(=C(C=C1)NC(=O)NCC)Cl)/C=N/OC